1-[3-Fluoro-5-(1-methylazetidin-3-yl-methoxy)pyridin-2-yl]-7-methoxy-3-methyl-8-(1-methyl-1H-pyrazol-4-yl)-1,3-dihydro-imidazo[4,5-c]quinolin-2-one FC=1C(=NC=C(C1)OCC1CN(C1)C)N1C(N(C=2C=NC=3C=C(C(=CC3C21)C=2C=NN(C2)C)OC)C)=O